[N].FC1=NC=CC=C1 2-fluoropyridine nitrogen